3-methyl-N-(3-(5-((1-methylpiperidin-4-yl)oxy)pyridin-2-yl)-1H-1,2,4-triazol-5-yl)pyridin-2-amine CC=1C(=NC=CC1)NC1=NC(=NN1)C1=NC=C(C=C1)OC1CCN(CC1)C